BrC=1C=C(C=C2C(N(C(=NC12)N1CC(CC1)(C)C)C)=O)C 8-bromo-2-(3,3-dimethylpyrrolidin-1-yl)-3,6-dimethyl-quinazolin-4-one